BrC=1C=C(C=CC1)N1C(CN(CC1)CCC1CCN(CC1)C=1C=C2C(N(C(C2=CC1F)O)C1C(NC(CC1)=O)=O)=O)=O 3-(5-(4-(2-(4-(3-bromophenyl)-3-oxopiperazin-1-yl)ethyl)piperidin-1-yl)-6-fluoro-1-hydroxy-3-oxoisoindolin-2-yl)piperidine-2,6-dione